1,2-dihydroxy-9,10-anthraquinone-3-sulfonic acid OC1=C(C(=CC=2C(C3=CC=CC=C3C(C12)=O)=O)S(=O)(=O)O)O